[2-(3,3-difluoroazetidine-1-carbonyl)-1-methyl-1H-indol-6-yl]-N-(4-{1-[(4-methoxyphenyl)methyl]-1H-1,2,3-triazol-4-yl}phenyl)pyrimidin-4-amine FC1(CN(C1)C(=O)C=1N(C2=CC(=CC=C2C1)C1=NC=CC(=N1)NC1=CC=C(C=C1)C=1N=NN(C1)CC1=CC=C(C=C1)OC)C)F